(S,E)-4-((tert-butoxycarbonyl)(tetrahydrofuran-3-yl)amino)but-2-enoic acid C(C)(C)(C)OC(=O)N(C/C=C/C(=O)O)[C@@H]1COCC1